(S)-tert-butyl 2-(((benzyloxy) carbonyl) amino)-5-hydroxypentanoate C(C1=CC=CC=C1)OC(=O)N[C@H](C(=O)OC(C)(C)C)CCCO